7-(2-tert-butylpyrimidin-5-yl)-5-oxo-2H,3H,5H-[1,3]thiazolo[3,2-a]pyrimidine-6-carbonitrile C(C)(C)(C)C1=NC=C(C=N1)C=1N=C2N(C(C1C#N)=O)CCS2